(2s,4r)-4-hydroxy-2-(6-(trifluoromethyl)benzo[d]thiazol-2-yl)pyrrolidine-1-carboxylic acid tert-butyl ester C(C)(C)(C)OC(=O)N1[C@@H](C[C@H](C1)O)C=1SC2=C(N1)C=CC(=C2)C(F)(F)F